tert-butyl (5-(3-chloropropaneamido)-2-methoxy-4-morpholinophenyl)carbamate ClCCC(=O)NC=1C(=CC(=C(C1)NC(OC(C)(C)C)=O)OC)N1CCOCC1